4-((2-chloro-4-(trifluoromethyl)benzyl)oxy)-2-methylisoindolin-1-one ClC1=C(COC2=C3CN(C(C3=CC=C2)=O)C)C=CC(=C1)C(F)(F)F